C(C)(C)(C)OC([C@H](CCCCNC(=O)C=1C(=NC(=CC1)F)OC)NC(=O)N[C@H](C(=O)OC(C)(C)C)CCC(=O)OC(C)(C)C)=O 1,5-di-tert-butyl (2S)-2-({[(2S)-1-(tert-butoxy)-6-[(6-fluoro-2-methoxypyridin-3-yl)formamido]-1-oxohexan-2-yl]carbamoyl}amino)pentanedioate